OC1=CC=C(C[C@H](N)C(=O)O)C=C1 p-hydroxyphenylalanine